C(C1=CC=CC=C1)OC(=O)CN(CCN)CCN N'-[(benzyloxycarbonyl)methyl]diethylenetriamine